decyl methanesulfinate CS(=O)OCCCCCCCCCC